1-[(2R,4S,5R)-4-[(tert-butyldimethylsilyl)oxy]-5-[[(tert-butyldimethylsilyl)oxy]methyl]-5-ethenyloxolan-2-yl]pyrimidin-2-one [Si](C)(C)(C(C)(C)C)O[C@H]1C[C@@H](O[C@]1(C=C)CO[Si](C)(C)C(C)(C)C)N1C(N=CC=C1)=O